O1CCNC(C2=C1C=CC=N2)=O 3,4-dihydropyrido[2,3-f][1,4]oxazepin-5(2H)-on